C(C1=CC=C(C(=O)O)C=C1)(=O)O.C1(C(C)O1)(O)O epoxypropanediol terephthalate